FC1([C@@H](CN(C1)C)NC1=NN2C(C(=N1)OC)=C(C=C2)C=2C=C(C1=C(N(C=N1)CCF)C2)F)F (R)-N-(4,4-difluoro-1-methylpyrrolidin-3-yl)-5-(4-fluoro-1-(2-fluoroethyl)-1H-benzo[d]imidazol-6-yl)-4-methoxypyrrolo[2,1-f][1,2,4]triazin-2-amine